ClC=1C=C(C=C(C1)F)NC(=O)NC1=CC(=CC=C1)SC(F)(F)F 1-(3-chloro-5-fluorophenyl)-3-(3-trifluoromethylsulfanylphenyl)urea